(S)-N'-((1,2,3,5,6,7-hexahydro-s-indacen-4-yl)carbamoyl)-6-isobutylpyridine-3-sulfonimidamide C1CCC2=C(C=3CCCC3C=C12)NC(=O)N=[S@@](=O)(N)C=1C=NC(=CC1)CC(C)C